ClC1=NC(=CC=C1NC(=S)NC(C1=CC=CC=C1)=O)OC1=CC=C(C=C1)Cl N-((2-chloro-6-(4-chlorophenoxy)pyridin-3-yl)thiocarbamoyl)benzamide